N-(2,4-difluoro-3-(5-(4-(methylsulfonyl)phenyl)-1H-pyrazolo[3,4-b]pyridine-3-carbonyl)phenyl)propane-1-sulfonamide FC1=C(C=CC(=C1C(=O)C1=NNC2=NC=C(C=C21)C2=CC=C(C=C2)S(=O)(=O)C)F)NS(=O)(=O)CCC